C(C(C)C)(=O)OC=1C(=NC=CC1OC)C(N[C@@H](C)C1=NC(=NN1C)C1=CC(=CC(=C1)C)C)=O (S)-2-((1-(3-(3,5-dimethylphenyl)-1-methyl-1,2,4-triazol-5-yl)ethyl)carbamoyl)-4-methoxypyridin-3-yl isobutyrate